N-(3,5-Dimethoxyphenyl)-2-ethynyl-N-(1-(oxetan-3-yl)-2-oxopyrrolidin-3-yl)thiazole-4-carboxamide COC=1C=C(C=C(C1)OC)N(C(=O)C=1N=C(SC1)C#C)C1C(N(CC1)C1COC1)=O